[1-(tert-butoxycarbonyl)-1,2,3,6-tetrahydropyridin-4-yl]boric acid C(C)(C)(C)OC(=O)N1CCC(=CC1)OB(O)O